4-(4-(aminomethyl)phenyl)phthalazin-1(2H)-one hydrochloride Cl.NCC1=CC=C(C=C1)C1=NNC(C2=CC=CC=C12)=O